FC=1C=CC(=C(C1)C1=NC(=NC=C1)N)OC 4-(5-fluoro-2-methoxyphenyl)pyrimidin-2-amine